C(CCC)OP(O)[O-] monon-butylhydrogenphosphite